CC1=C(C=CC(=C1)C1=NC=NN2C1=CC(=C2)OCC=O)CNC(OC(C)(C)C)=O tert-butyl N-[[2-methyl-4-[6-(2-oxoethoxy)pyrrolo[2,1-f][1,2,4]triazin-4-yl]phenyl]methyl]carbamate